C(C)(=O)N1CC(C1)OC=1C=CC2=C(N=C(O2)C2=C3C=C(N=CC3=C(N=C2)NC)NC(=O)C2CC2)C1 N-(5-(5-((1-acetylazetidin-3-yl)oxy)benzo[d]oxazol-2-yl)-8-(methylamino)-2,7-naphthyridin-3-yl)cyclopropanecarboxamide